[1,8-Dichloro-5-(1,1-dioxido-1,2,5-thiadiazepan-5-yl)imidazo[1,5-a]pyridin-6-yl]ethanamine hydrochloride salt Cl.ClC=1N=CN2C1C(=CC(=C2N2CCNS(CC2)(=O)=O)C(C)N)Cl